C(CCCCCCCCCCCCCCCCC)[Si](Cl)(Cl)Cl L-1-Octadecyl-trichlorosilane